C(C)NC(C1=CC(=C(C=C1)NCC#CC=1N(C2=CC=CC(=C2C1)NC1CCC(CC1)N(C)CCOC)CC(F)(F)F)OC)=O N-ethyl-3-methoxy-4-((3-(4-((4-((2-methoxyethyl)(methyl)amino)cyclohexyl)amino)-1-(2,2,2-trifluoroethyl)-1H-indol-2-yl)prop-2-yn-1-yl)amino)benzamide